N-(12-(4-(11,12-didehydrodibenzo[b,f]azocin-5(6H)-yl)-4-oxobutanoyl)-3,6,9,15,18-pentaoxa-12-azahenicos-20-yn-1-yl)-2,5,8,11,14-pentaoxa-1-azaheptadecan-17-amide C1=CC=CC=2N(CC3=C(C#CC21)C=CC=C3)C(CCC(=O)N(CCOCCOCCOCCNC(CCOCCOCCOCCOCCON)=O)CCOCCOCC#C)=O